(1R,2S)-2-(3-{[6-(dimethylphosphoryl)-4-methoxypyridin-3-yl]amino}-1H-indazol-6-yl)-5'-methoxyspiro[cyclopropane-1,3'-indol]-2'(1'H)-one CP(=O)(C)C1=CC(=C(C=N1)NC1=NNC2=CC(=CC=C12)[C@@H]1C[C@@]12C(NC1=CC=C(C=C21)OC)=O)OC